Cl.CC1=CC(=C(C(N1)=O)CNC(=O)C1=CC2=C(OCO2)C=C1)SC N-((6-methyl-4-(methylthio)-2-oxo-1,2-dihydropyridin-3-yl)methyl)benzo[d][1,3]dioxole-5-carboxamide hydrochloride